(3S)-4-[(4-methyloxan-4-yl)carbonyl]-3-phenyl-3,5-dihydro-2H-1,4-benzoxazepine-8-carbohydrazide CC1(CCOCC1)C(=O)N1[C@H](COC2=C(C1)C=CC(=C2)C(=O)NN)C2=CC=CC=C2